C([C@H](O)C)(=O)OCC R-(-)-ethyl lactate